2-Phenyl-4-(2-propyl-3-chlorophenyl)imidazole ethyl-4,5,6,7-tetrahydropyrazolo[1,5-a]pyrimidine-6-carboxylate C(C)OC(=O)C1CNC=2N(C1)N=CC2.C2(=CC=CC=C2)C=2NC=C(N2)C2=C(C(=CC=C2)Cl)CCC